5-chloro-3,4-dihydroisoquinoline-2,6(1H)-dicarboxylic acid 2-(tert-butyl) 6-methyl ester COC(=O)C=1C(=C2CCN(CC2=CC1)C(=O)OC(C)(C)C)Cl